C1(CC1)C=1N=CC=2C=C3C(=C(C2C1)S(=O)(=O)NCC(C)(C)F)CC(C3)C=3NC1=C(C(NC=C1)=O)N3 3-cyclopropyl-N-(2-fluoro-2-methylpropyl)-7-(4-oxo-1,5-dihydroimidazo[4,5-c]pyridin-2-yl)-7,8-dihydro-6H-cyclopenta[g]isoquinoline-5-sulfonamide